Platinum-Tin-Copper [Cu].[Sn].[Pt]